N-cyclopropyl-5-((1-(2-methoxyethyl)-1H-pyrazol-4-yl)amino)-7-(methylamino)pyrazolo[1,5-a]pyrimidine-3-carboxamide C1(CC1)NC(=O)C=1C=NN2C1N=C(C=C2NC)NC=2C=NN(C2)CCOC